FC(C=1C=CC2=C(SC(=C2)C(=O)N[C@@H](C)C2=NC(=NO2)C2=CC(=NC=C2)C(F)(F)F)C1)(F)F (S)-6-(trifluoromethyl)-N-(1-(3-(2-(trifluoromethyl)pyridin-4-yl)-1,2,4-oxadiazol-5-yl)ethyl)benzo[b]thiophene-2-carboxamide